CC1C(=O)OC(C1)=C=S methyl-γ-thionocarbonyl-butyrolactone